ClC=1C=C(C=CC1)N[C@@H](CC(C)C)C(=O)N1[C@@H]2CC([C@H]([C@@H]1C(=O)N[C@@H](\C=C(\C(=O)OCC)/F)C[C@@H]1C(NCC1)=O)CC2)(F)F ethyl (R,Z)-4-((1S,3R,4S)-2-((3-chlorophenyl)-L-leucyl)-5,5-difluoro-2-azabicyclo[2.2.2]octane-3-carboxamido)-2-fluoro-5-((R)-2-oxopyrrolidin-3-yl)pent-2-enoate